C1(=CC=C(C=C1)CCC=C)C (p-tolyl)but-3-en